1,2-dipropoxyethane C(CC)OCCOCCC